4-[2-(4-formylphenyl)ethynyl]1-methylquinolinium methylsulfate COS(=O)(=O)[O-].C(=O)C1=CC=C(C=C1)C#CC1=CC=[N+](C2=CC=CC=C12)C